CC1(N(CCC1)CCNC(=O)C1=CC(=C(S1)NC(=O)C=1C=NN2C1SC(=C2)C2=NN(C=C2)C)C)C N-(5-((2-(2,2-dimethylpyrrolidin-1-yl)ethyl)carbamoyl)-3-methylthiophen-2-yl)-2-(1-methyl-1H-pyrazol-3-yl)pyrazolo[5,1-b]thiazole-7-carboxamide